C(O)(=O)O oxaacetic acid